N1C(=C(C=C1)C=O)C=O 1H-PYRROLE-2,3-DICARBALDEHYDE